NC1=C(N=CC(=N1)N1CCC2(CC1)C(C1=CC=CC=C1CC2)N)SC2=C(C(=NC=C2)N)Cl 1'-(6-amino-5-((2-amino-3-chloropyridin-4-yl)thio)pyrazin-2-yl)-3,4-dihydro-1H-spiro[naphthalene-2,4'-piperidin]-1-amine